C1(CCC1)OC([C@H](C)N=P(=O)OC1=C(C=CC=C1)OC[C@H]1O[C@H]([C@@]([C@@H]1O)(F)C)N1C(NC(C=C1)=O)=O)=O (S)-2-{(S)-[(2R,3R,4R,5R)-5-(3,4-dihydro-2,4-dioxo-2H-pyrimidin-1-yl)-3-hydroxy-4-methyl-4-fluoro-tetrahydrofuran-2-ylmethoxy]-phenoxy-phosphorylamino}propanoic acid cyclobutyl ester